7-methylquinoline-3-carboxamide CC1=CC=C2C=C(C=NC2=C1)C(=O)N